2',4'-Di-tert-butyl-[1,1'-biphenyl]-3,5-diol C(C)(C)(C)C1=C(C=CC(=C1)C(C)(C)C)C1=CC(=CC(=C1)O)O